CN(C1(CCC(CC1)NC=1N=CC2=C(N1)N(C(C(=C2)C2=C(C(=C(C(=C2)F)NS(=O)(=O)CCC(F)(F)F)F)F)=O)C(C)C)C)C N-(4-(2-((4-(dimethyl-amino)-4-methylcyclohexyl)amino)-8-isopropyl-7-oxo-7,8-dihydropyrido[2,3-d]-pyrimidin-6-yl)-2,3,6-trifluorophenyl)-3,3,3-trifluoropropane-1-sulfonamide